[N+](=O)([O-])C1=C(C=CC(=C1)C(=O)O)C1=C(C=C(C=C1)C(=O)O)[N+](=O)[O-] 2,2'-bisnitro-4,4'-biphenyl-dicarboxylic acid